2-(6-Methoxybenzo[d]thiazol-2-yl)aniline [2,3,5,6-tetrafluoro-4-(methoxy-methyl)phenyl]methyl-3-(2-cyano-1-propen-1-yl)-2,2-dimethylcyclopropanecarboxylate FC1=C(C(=C(C(=C1F)COC)F)F)COC(=O)C1C(C1C=C(C)C#N)(C)C.COC1=CC2=C(N=C(S2)C2=C(N)C=CC=C2)C=C1